C(C)(=O)N1CC(C1)C=1C=C2CC(N(C2=CC1)N)=O 5-(1-acetylazetidin-3-yl)-1-amino-3H-indol-2-one